[(1R)-1-(2-chloro-5-fluoro-3-pyridyl)ethyl] N-[3-methyl-5-(2-oxo-3,4-dihydro-1H-quinolin-6-yl)triazol-4-yl]carbamate CN1N=NC(=C1NC(O[C@H](C)C=1C(=NC=C(C1)F)Cl)=O)C=1C=C2CCC(NC2=CC1)=O